N-(tert-butyl)-2-fluoroacrylamide C(C)(C)(C)NC(C(=C)F)=O